FLUOROCHROMEN C1=CC=C2C(=C1)C=CC(O2)F